C1(=CC=CC2=CC=CC=C12)CC(C#C)=O 1-(naphthalen-1-yl)but-3-yn-2-one